FC1=C2C(=NC=NC2=CC(=C1)OCCOC)NC1=CC=C(C=C1)NC(OC(C)(C)C)=O tert-butyl (4-((5-fluoro-7-(2-methoxyethoxy)quinazolin-4-yl)amino)phenyl)carbamate